[N+](=O)([O-])C1=CC=C(C=C1)C1C=2N(NCC1)C(=C(N2)C2=CC=C(C=C2)OC2=CC=CC=C2)C(=O)OC methyl 8-(4-nitrophenyl)-2-(4-phenoxyphenyl)-5,6,7,8-tetrahydroimidazo[1,2-b]pyridazine-3-carboxylate